C(C1=CC=CC=C1)C1OC(C2=CC(=CC(=C12)[N+](=O)[O-])F)=O (Z)-3-benzyl-6-fluoro-4-nitroisobenzofuran-1(3H)-one